COC=1C=C2C(=NC(=NC2=CC1OC)C)NC(C)C1=CC=C(S1)C=1C=C(C=CC1)NS(=O)(=O)C N-[3-(5-{1-[(6,7-dimethoxy-2-methylquinazolin-4-yl)amino]-ethyl}thiophen-2-yl)phenyl]-methanesulfonamide